N1C=NC(=C1)C1CC1C=1C=NN(C1)C 2-(1H-imidazol-4-yl)-3-(1-methyl-1H-pyrazol-4-yl)cyclopropane